CC1(OC2=CC(=CC=C2C2C1CCC(=C2)C)CCC)C 6,6,9-trimethyl-3-propyl-6a,7,8,10a-tetrahydrobenzo[c]chromen